NCC1=NN(C2=NC=CC(=C21)CO)C2=CC=C(C=C2)OC(F)F [3-(aminomethyl)-1-[4-(difluoromethoxy)phenyl]pyrazolo[3,4-b]pyridin-4-yl]methanol